C1(=CC=CC=C1)C(C(=O)[O-])=C 2-phenylacrylate